C(=O)C1=NC=CC(=C1)Br 2-Formyl-4-bromopyridine